C(C)(=O)OC=1C=CC=2C3(C4=CC=C(C=C4OC2C1)OC(C)=O)OC(C1=CC=C(C=C13)C(=O)O)=O 3',6'-Diacetoxy-3-oxo-3H-spiro[isobenzofuran-1,9'-xanthene]-6-carboxylic acid